COC1=CC=C(C=C1)C1=NN2C(=NC=CC2=N1)C1=CC(=C(C(=C1)OC)OC)OC (4-methoxyphenyl)-5-(3,4,5-trimethoxyphenyl)-[1,2,4]triazolo[1,5-c]pyrimidine